BrC=1CC=2C=C(C=C3C=C(C=C(C1)C23)Br)Br 2,5,8-tribromo-1H-phenalene